tert-butyl 6-((methylsulfonyl)oxy)-1,4-oxazepane-4-carboxylate CS(=O)(=O)OC1CN(CCOC1)C(=O)OC(C)(C)C